sodium dioxaloborate C(=O)(C(=O)O)OB(OC(=O)C(=O)O)[O-].[Na+]